CC1=C(C=2N(C=C1C1=C(C3=C(N1)SC=C3)C(C)C)N=CN2)C 5-(7,8-dimethyl-[1,2,4]triazolo[1,5-a]pyridin-6-yl)-4-isopropyl-6H-thieno[2,3-b]pyrrole